3-(5-((4-(4-amino-3-(4-phenoxyphenyl)-1H-pyrazolo[3,4-d]pyrimidin-1-yl)piperidin-1-yl)methyl)-4-fluoro-1-oxoisoindolin-2-yl)piperidine-2,6-dione NC1=C2C(=NC=N1)N(N=C2C2=CC=C(C=C2)OC2=CC=CC=C2)C2CCN(CC2)CC=2C(=C1CN(C(C1=CC2)=O)C2C(NC(CC2)=O)=O)F